ClC1=CC=C(C=C1)C=1N(C(C2=C(N1)C=NC(=C2)C=2C=NC=CC2)=O)C(CO)C (4-chlorophenyl)-3-(1-hydroxy-prop-2-yl)-6-(pyridin-3-yl)pyrido[3,4-d]pyrimidin-4(3H)-one